Sec-butyl 3-iodo-4-methylbenzoate IC=1C=C(C(=O)OC(C)CC)C=CC1C